1-[[2-(difluoromethoxy)pyridin-4-yl]methyl]-3-[(1R,3R)-3-(trifluoromethyl)cyclopentyl]urea FC(OC1=NC=CC(=C1)CNC(=O)N[C@H]1C[C@@H](CC1)C(F)(F)F)F